ClC=1C=NC(=C(C(=O)NC2CCC(CC2)CN2C(C(C3=CC=CC=C23)(C2=NC=CC3=CC=CC=C23)O)=O)C1)C(F)F 5-chloro-2-(difluoromethyl)-N-((1r,4r)-4-((3-hydroxy-3-(isoquinolin-1-yl)-2-oxoindolin-1-yl)methyl)cyclohexyl)nicotinamide